FC1(OC2=C(O1)C=CC=C2C=2C(=CNC2)C#N)F 4-(2,2-difluoro-1,3-benzodioxol-4-yl)-1H-pyrrol-3-carbonitril